C(C)N1C(=CC2=CC=CC=C12)C1=NC2=C(N1C)C=CC(=C2)C(=O)N2CC(C(CC2)OC)NC(OC(C)(C)C)=O (+/-)-tert-butyl (1-(2-(1-ethyl-1H-indol-2-yl)-1-methyl-1H-benzo[d]imidazole-5-carbonyl)-4-methoxypiperidin-3-yl)carbamate